Cl.N1CCC(CC1)O piperidin-4-ol hydrochloride salt